Tert-butyl (E)-(2-(((2-butyl-1H-benzo[d]imidazol-6-yl)oxy)methyl)-3-fluoroallyl)carbamate C(CCC)C1=NC2=C(N1)C=C(C=C2)OC\C(\CNC(OC(C)(C)C)=O)=C\F